1-(propan-2-yl)-5-(tetramethyl-1,3,2-dioxaborolan-2-yl)-1H-1,2,3-benzotriazole CC(C)N1N=NC2=C1C=CC(=C2)B2OC(C(O2)(C)C)(C)C